NC1=CC=C(C=C1)\C(\C)=N\NC(C1=CC=CC=C1)=O (E)-N'-(1-(4-aminophenyl)ethylidene)benzohydrazide